C(C)(C)(C)[C@@H]1CC=2C=C3C(=NC2CC1)SC(=N3)C(=O)N[C@H](CCN3CCC(CC3)O)C3=CC(=CC=C3)C(NC3CNC(C3)=O)=O |r| rac-(7S)-7-tert-butyl-N-[rac-(1R)-3-(4-hydroxy-1-piperidyl)-1-[3-[(5-oxopyrrolidin-3-yl)carbamoyl]phenyl]propyl]-5,6,7,8-tetrahydrothiazolo[5,4-b]quinoline-2-carboxamide